C(C)C([C@@H](C)N1C=NC=2C=NC=3C=CC=CC3C21)(CC)O (2R)-3-ethyl-2-imidazo[4,5-c]quinolin-1-yl-pentan-3-ol